C1(=CC=C(C=C1)P(C1=C(C(=CC=C1)C)C1=C(C=CC=C1C)P(C1=CC=C(C=C1)C)C1=CC=C(C=C1)C)C1=CC=C(C=C1)C)C 2,2'-bis(di-p-tolylphosphino)-6,6'-dimethyl-1,1'-biphenyl